1,6-hex-anediamine C(CCCCCN)N